Cl.O1CCN(CC12CCNCC2)S(=O)(=O)C2CCN(CC2)C(=O)OCC2=CC=CC=C2 benzyl 4-(1-oxa-4,9-diazaspiro[5.5]undecan-4-ylsulfonyl)piperidine-1-carboxylate hydrochloride salt